2,5-dihydrofuran-3-yl-4,4,5,5-tetramethyl-1,3,2-dioxaborolane O1CC(=CC1)B1OC(C(O1)(C)C)(C)C